C(C)OC(=O)NCC1CCN(CC1)C=1SC=C(N1)C(=O)OCC ethyl 2-(4-(((ethoxycarbonyl)amino)methyl)piperidin-1-yl)thiazole-4-carboxylate